4,4'-methylenebipyridine C1C2=CC(=NC=C2)C2=NC=CC1=C2